2-(bromomethyl)-1,3-dimethylbenzene BrCC1=C(C=CC=C1C)C